1,3,5-tris(4-nitrophenyl)benzene [N+](=O)([O-])C1=CC=C(C=C1)C1=CC(=CC(=C1)C1=CC=C(C=C1)[N+](=O)[O-])C1=CC=C(C=C1)[N+](=O)[O-]